BrC1=C(C=C(C=C1)C#CC(=O)[O-])C(F)(F)F 3-[4-bromo-3-(trifluoromethyl)phenyl]prop-2-ynoate